4-hydroxy-8-(1H-pyrazol-4-yl)-1,3,4,5-tetrahydro-6H-pyrano[4,3-b]thieno[3,2-d]pyridin-6-one OC1COCC2=C1NC(C1=C2C=C(S1)C=1C=NNC1)=O